FC=1C=C(C=C(C1C=1N=C2N(C=CC(=C2)C)C1C[C@H]1CN(CCO1)C(=O)OC)F)C=1OC=C(N1)C(=O)O (S)-2-(3,5-difluoro-4-(3-((4-(methoxycarbonyl)morpholin-2-yl)methyl)-7-methylimidazo[1,2-a]pyridin-2-yl)phenyl)oxazole-4-carboxylic acid